3-(cyclopropylethynyl)-6-morpholinoimidazo[1,2-b]pyridazine C1(CC1)C#CC1=CN=C2N1N=C(C=C2)N2CCOCC2